NCCOCCC[C@H](C)NC(OC(C)(C)C)=O (S)-Tert-butyl (5-(2-aminoethoxy)pentan-2-yl)carbamate